(E)-(1-(3-bromo-4-(t-butyldimethylsilyloxy)phenyl)prop-1-en-1-yloxy)(t-butyl)dimethylsilane BrC=1C=C(C=CC1O[Si](C)(C)C(C)(C)C)/C(=C\C)/O[Si](C)(C)C(C)(C)C